4-[tert-butyl-(dimethyl)silyl]oxy-pyrrolidine-1-carboxylic acid tert-butyl ester C(C)(C)(C)OC(=O)N1CCC(C1)O[Si](C)(C)C(C)(C)C